C(C)(C)(C)C=1C=C(C=C(C1O)C(C)(C)C)CCCO 3-(3,5-di-tert-butyl-4-hydroxyphenyl)-1-propanol